(Z)-1-((7-bromo-1-(((Z)-oct-3-en-1-yl)oxy)heptyl)oxy)non-2-ene tert-butyl-3-(3-(3,5-dichloro-4-(3-fluoro-5-isopropyl-Phenoxy)phenyl)ureido)piperidine-1-carboxylate C(C)(C)(C)OC(=O)N1CC(CCC1)NC(=O)NC1=CC(=C(C(=C1)Cl)OC1=CC(=CC(=C1)C(C)C)F)Cl.BrCCCCCCC(OCC\C=C/CCCC)OC\C=C/CCCCCC